COC(=O)N1CC2=CC=C(C=C2CC1(C)C)C1CCN(CC1)C 3,3-dimethyl-6-(1-methylpiperidin-4-yl)-3,4-dihydroisoquinoline-2(1H)-carboxylic acid methyl ester